COC1=CC=CC=2N(C(NC21)=O)C 4-Methoxy-1-methyl-1,3-dihydro-2H-benzo[d]imidazol-2-one